S(N)(=O)(=O)/C=C/CNC(OC(C)(C)C)=O tert-butyl (E)-(3-sulfamoylallyl)carbamate